N-(m-tolylaminocarbonyl)-β-alanine C1(=CC(=CC=C1)NC(=O)NCCC(=O)O)C